methyl (S)-1-methyl-5-oxopyrrolidine-2-carboxylate CN1[C@@H](CCC1=O)C(=O)OC